5-(3,4-dichlorophenyl)-1,2,3,3a,4,6a-hexahydrocyclopenta[c]pyrrole hydrochloride Cl.ClC=1C=C(C=CC1Cl)C=1CC2C(CNC2)C1